5-(4-((3-ethyl-9-fluoro-2-oxo-2,3-dihydro-1H-pyrimido[4,5,6-de]quinazolin-8-yl)methyl)piperazin-1-yl)-6-methylpyridinecarboxylic acid C(C)N1C(NC2=C(C(=CC=3C2=C1N=CN3)CN3CCN(CC3)C=3C=CC(=NC3C)C(=O)O)F)=O